3-(2-((1-methylpiperidin-4-yl)ethynyl)pyridin-4-yl)-1-(tetrahydro-2H-pyran-4-yl)-1H-pyrrolo[2,3-c]pyridine CN1CCC(CC1)C#CC1=NC=CC(=C1)C1=CN(C2=CN=CC=C21)C2CCOCC2